8-(4-chlorophenyl)-9-(4-((1-(3-fluoropropyl)pyrrolidin-3-yl)methyl)phenyl)-6,7-dihydro-5H-benzo[7]annulene-3-carboxylic acid hydrochloride Cl.ClC1=CC=C(C=C1)C=1CCCC2=C(C1C1=CC=C(C=C1)CC1CN(CC1)CCCF)C=CC(=C2)C(=O)O